COC([C@@H](NC(\C=C\C1=CC(O)=C(O)C=C1)=O)[C@H](O)C)=O N-caffeoylthreonine methyl ester